N1(CC=CC=C1)C(=O)[O-].[Na+] Sodium pyridine-1-carboxylate